3-methyl-2-(1-trityl-1H-imidazol-4-yl)morpholine tert-butyl-4-(3-(4-acetylpiperazin-1-yl)-4-cyano-5,6,7,8-tetrahydro-2,6-naphthyridin-1-yl)piperazine-1-carboxylate C(C)(C)(C)OC(=O)N1CCN(CC1)C1=NC(=C(C=2CNCCC12)C#N)N1CCN(CC1)C(C)=O.CC1NCCOC1C=1N=CN(C1)C(C1=CC=CC=C1)(C1=CC=CC=C1)C1=CC=CC=C1